Methyl 3-(1-(4-bromo-2-methylphenyl)ureido)propanoate Methyl-3-((4-bromo-2-methylphenyl)amino)propanoate COC(CCNC1=C(C=C(C=C1)Br)C)=O.BrC1=CC(=C(C=C1)N(C(=O)N)CCC(=O)OC)C